ClC1=C(C=C(C=C1)F)C1NC(C2=C3CN(CC3=CC(=C21)C2=C(C(=O)N)C=C(C=C2F)C(F)(F)F)C)=O [3-(2-chloro-5-fluorophenyl)-7-methyl-1-oxo-1,2,3,6,7,8-hexahydropyrrolo[4,3-e]isoindol-4-yl]-3-fluoro-5-(trifluoromethyl)benzamide